COC(=O)C1=C(NC(=C(C1C=1C2=C(SC1)C=CC=C2)C(=O)OC)CN2CCOCC2)CN2CCOCC2 4-(benzo[b]thiophen-3-yl)-2,6-bis(morpholinomethyl)-1,4-dihydropyridine-3,5-dicarboxylic acid dimethyl ester